C(C)OC(CC=1C=[N+](C=C(C1)O)CC1=CC=C(C=C1)C(F)(F)F)=O 3-(2-ethoxy-2-oxoethyl)-5-hydroxy-1-(4-(trifluoromethyl)benzyl)pyridine-1-ium